3-benzyl-1-(4-((2-cyanophenyl)amino)phenyl)-1-(trans-4-((5-cyanopyridin-2-yl)amino)cyclohexyl)urea C(C1=CC=CC=C1)NC(N([C@@H]1CC[C@H](CC1)NC1=NC=C(C=C1)C#N)C1=CC=C(C=C1)NC1=C(C=CC=C1)C#N)=O